C(CC)N(C(C=C)=O)CCC N,N-dipropyl-acrylamide